(5S)-2-(3-Bromobenzyl)-5-{[(3S)-3-fluoropyrrolidin-1-yl]carbonyl}-5,6,7,8-tetrahydro[1,2,4]triazolo[4,3-a]pyridin-3(2H)-one BrC=1C=C(CN2N=C3N([C@@H](CCC3)C(=O)N3C[C@H](CC3)F)C2=O)C=CC1